1-(5-(4-amino-1-cyclopropyl-1H-pyrazolo[3,4-d]pyrimidin-3-yl)-3-fluoropyridin-2-yl)-3-(3-(1-(trifluoromethyl)cyclopropyl)isoxazol-5-yl)urea NC1=C2C(=NC=N1)N(N=C2C=2C=C(C(=NC2)NC(=O)NC2=CC(=NO2)C2(CC2)C(F)(F)F)F)C2CC2